5-[[4-chloro-3-(trifluoromethyl)anilino]methylene]-2,2-dimethyl-1,3-dioxane ClC1=C(C=C(NC=C2COC(OC2)(C)C)C=C1)C(F)(F)F